C(C)C1=C(C=CC(=C1)NC=1C=2N(C=CN1)C(=CN2)C=2C(=NNC2)C(F)(F)F)C(=O)N2CCN(CC2)C(=O)C2(CCNCC2)O [2-ethyl-4-[[3-[3-(trifluoromethyl)-1H-pyrazol-4-yl]imidazo[1,2-a]pyrazin-8-yl]amino]phenyl]-[4-(4-hydroxypiperidine-4-carbonyl)piperazin-1-yl]methanone